NC=1C=NN2C1C=C(C=C2)N(CCO)CCO 2-[(3-aminopyrazolo[1,5-a]pyrid-5-yl)(2-hydroxy-ethyl)amino]ethanol